1,6-dimethyl-4-{4-methyl-4-[5-(propan-2-yl)-1,3-benzoxazol-2-yl]piperidin-1-yl}-2-oxo-1,2-dihydroquinoline-3-carbonitrile CN1C(C(=C(C2=CC(=CC=C12)C)N1CCC(CC1)(C=1OC2=C(N1)C=C(C=C2)C(C)C)C)C#N)=O